3-[4-(4-hydroxybut-1-ynyl)anilino]-1-[(4-methoxyphenyl)methyl]piperidine-2,6-dione OCCC#CC1=CC=C(NC2C(N(C(CC2)=O)CC2=CC=C(C=C2)OC)=O)C=C1